ClC1=CC=C(C(=N1)C#N)N[C@H](C)C1=CC(=CC=2C(C(=C(OC21)SCC)I)=O)C 6-chloro-3-[[(1R)-1-(2-ethylsulfanyl-3-iodo-6-methyl-4-oxo-benzopyran-8-yl)ethyl]amino]pyridine-2-carbonitrile